CCCCCCC\C=C\CCCCCCC Trans-8-Hexadecene